2,2'-methylenebis[6-(2H-benzotriazole-2-yl)-4-(1,1,3,3-tetramethylbutyl)phenol] C(C1=C(C(=CC(=C1)C(CC(C)(C)C)(C)C)N1N=C2C(=N1)C=CC=C2)O)C2=C(C(=CC(=C2)C(CC(C)(C)C)(C)C)N2N=C1C(=N2)C=CC=C1)O